1-[2-cyano-4-(trifluoromethyl)phenyl]-4-{6-[1-(3-methylbutyl)-1H-pyrazol-5-yl]pyridin-3-yl}-N-[(3R)-1-methylpyrrolidin-3-yl]piperidine-4-carboxamide C(#N)C1=C(C=CC(=C1)C(F)(F)F)N1CCC(CC1)(C(=O)N[C@H]1CN(CC1)C)C=1C=NC(=CC1)C1=CC=NN1CCC(C)C